O=C1NC(CCC1N1C(C2=CC=C3C=CC(=NC3=C2C1)C#N)=O)=O 8-(2,6-Dioxopiperidin-3-yl)-7-oxo-8,9-dihydro-7H-pyrrolo[3,4-h]quinoline-2-carbonitrile